BrC1=CC(=CC(=N1)N(CC1=CC=C(C=C1)OC)CC1=CC=C(C=C1)OC)C 6-Bromo-N,N-bis(4-methoxybenzyl)-4-methylpyridin-2-amine